(S)-spiro[2.2]pentane-1-carboxylic acid naphthalen-2-ylmethyl ester C1=C(C=CC2=CC=CC=C12)COC(=O)[C@H]1CC12CC2